1,4-phosphasilinane P1CC[SiH2]CC1